7-Methoxy-2-(4-phenylpiperidin-1-yl)benzo[4,5]imidazo[1,2-a]pyrimidine COC1=CC2=C(N=C3N2C=CC(=N3)N3CCC(CC3)C3=CC=CC=C3)C=C1